4-[[(2R,3R,4S,5R)-3-(5-chloro-3,4-difluoro-2-methoxy-phenyl)-4,5-dimethyl-5-(trifluoromethyl)tetrahydrofuran-2-carbonyl]amino]pyridine-2-carboxamide ClC=1C(=C(C(=C(C1)[C@@H]1[C@@H](O[C@]([C@H]1C)(C(F)(F)F)C)C(=O)NC1=CC(=NC=C1)C(=O)N)OC)F)F